ClC=1C=CC=C2C(C=C(OC12)C1=C(OCC(CNS(=O)(=O)C2CC2)O)C=C(C=C1)C(F)(F)F)=O N-[3-[2-(8-chloro-4-oxo-chromen-2-yl)-5-(trifluoromethyl)phenoxy]-2-hydroxy-propyl]cyclopropanesulfonamide